3,5-disulfo-catechol S(=O)(=O)(O)C1=C(C(O)=CC(=C1)S(=O)(=O)O)O